Cyclopentaphenanthrene-4-One C=1C=CC=2C1C1=CC=CC=C1C1=CC=CC(C21)=O